FC1=C(C=CC=C1)C1=NN2C(NC(=CC2=O)C2=CC=C(C(=O)O)C=C2)=C1 4-(2-(2-fluorophenyl)-7-oxo-4,7-dihydropyrazolo[1,5-a]pyrimidin-5-yl)benzoic acid